2-({[(3-fluoro-2-pyridyl)cyclobutyl]methyl}amino)thiopheno[2,3-d]pyrimidine-6-carboxylic acid FC=1C(=NC=CC1)C1(CCC1)CNC=1N=CC2=C(N1)SC(=C2)C(=O)O